tert-butyl (3R)-3-[4-(3,4-dichloro-2-fluoro-anilino)quinazolin-6-yl]-3-fluoro-pyrrolidine-1-carboxylate ClC=1C(=C(NC2=NC=NC3=CC=C(C=C23)[C@]2(CN(CC2)C(=O)OC(C)(C)C)F)C=CC1Cl)F